2-[3-[(2-Fluoro-3-nitrophenyl)methyl]-2-oxo-7-pyrimidin-2-yloxybenzopyran-4-yl]-N-(2-hydroxyethoxy)acetamide FC1=C(C=CC=C1[N+](=O)[O-])CC=1C(OC2=C(C1CC(=O)NOCCO)C=CC(=C2)OC2=NC=CC=N2)=O